CN1C2=C(C3=C1C(N(N=C3)CC3=C1C=NN(C1=CC=C3)COCC[Si](C)(C)C)=O)SC(=N2)CC(=O)N 2-(4-Methyl-5-oxo-6-((1-((2-(trimethylsilyl)ethoxy)methyl)-1H-indazol-4-yl)methyl)-5,6-dihydro-4H-thiazolo[5',4':4,5]pyrrolo[2,3-d]pyridazin-2-yl)acetamide